4-amino-3-(methoxy-d3)-N-methylbenzamide NC1=C(C=C(C(=O)NC)C=C1)OC([2H])([2H])[2H]